COC1=CC=C(C=C1)C=1N=COC1 4-(4-methoxyphenyl)oxazol